5-amino-8-[(cis)-2,6-dimethylmorpholin-4-yl]-2-(3-fluoropropyl)-7-phenyl-[1,2,4]triazolo[4,3-c]pyrimidin-3-one NC1=NC(=C(C=2N1C(N(N2)CCCF)=O)N2C[C@H](O[C@H](C2)C)C)C2=CC=CC=C2